F[C@@H]1C(NC(C[C@@H]1N1CCC2=C1N=NC(=C2)C=2C=C1C=CN=CC1=CC2O)(C)C)(C)C 6-{7-[(3S,4S)-3-fluoro-2,2,6,6-tetramethylpiperidin-4-yl]-6,7-dihydro-5H-pyrrolo[2,3-c]pyridazin-3-yl}isoquinolin-7-ol